4-fluorophenyl-pinacol FC1=CC=C(C=C1)CC(O)(C)C(C)(C)O